Cl.N[C@H](C(=O)OC(C)C)COC propan-2-yl (2S)-2-amino-3-methoxypropanoate hydrochloride